6-[6-methoxy-5-(2-methyl-1,2,3-triazol-4-yl)pyridin-2-yl]-N-methyl-N-(2,2,6-trimethylpiperidin-4-yl)pyridazin-3-amine COC1=C(C=CC(=N1)C1=CC=C(N=N1)N(C1CC(NC(C1)C)(C)C)C)C1=NN(N=C1)C